(+-)-(4Z)-4-(1,3-benzothiazol-6-ylmethylene)-2-[[trans-3-hydroxycyclohexyl]amino]-1H-imidazol-5-one S1C=NC2=C1C=C(C=C2)\C=C\2/N=C(NC2=O)N[C@@H]2C[C@H](CCC2)O |r|